C1(CCCC1)C=1C(=NC2=CN=CC=C2C1N)C1=CC=NC=C1 cyclopentyl-2-(pyridin-4-yl)-1,7-naphthyridin-4-amine